C(C#C)OCCOCCN 2-(2-prop-2-ynoxyethoxy)ethanamine